OC[C@@H](CC1OCCC1)NC(OCC1=CC=CC=C1)=O benzyl N-[(1R)-1-(hydroxymethyl)-2-tetrahydrofuran-2-yl-ethyl]carbamate